6-methyl-5-(3-((4-phenethoxyphenyl)carbamoyl)phenyl)-nicotinic acid CC1=NC=C(C(=O)O)C=C1C1=CC(=CC=C1)C(NC1=CC=C(C=C1)OCCC1=CC=CC=C1)=O